(12aR)-12-(6,7-difluoro-5,10-dihydrothieno[3,2-c][2]benzothiepin-10-yl)-6,8-dioxo-3,4,12,12a-tetrahydro-1H-[1,4]oxazino[3,4-c]pyrido[2,1-f][1,2,4]triazin-7-yl methyl carbonate C(OC=1C(C=CN2N([C@H]3N(C(C21)=O)CCOC3)C3C2=C(SCC1=C3C=CC(=C1F)F)C=CS2)=O)(OC)=O